[2,6-dimethoxy-4-[5-(1-methylpyrazol-4-yl)benzimidazol-1-yl]phenyl]-(2-oxa-6-azaspiro[3.3]heptan-6-yl)methanone COC1=C(C(=CC(=C1)N1C=NC2=C1C=CC(=C2)C=2C=NN(C2)C)OC)C(=O)N2CC1(COC1)C2